3-fluoro-4-(4-nitrophenoxy)piperidine hydrochloride Cl.FC1CNCCC1OC1=CC=C(C=C1)[N+](=O)[O-]